methyl 5-chloro-2,3-dihydrofuro[2,3-b]pyridine-6-carboxylate ClC=1C=C2C(=NC1C(=O)OC)OCC2